5-bromo-4-fluoro-1,3-bis(4-methoxybenzyl)-1,3-dihydrobenzo[c][1,2,5]thiadiazole 2,2-dioxide BrC1=C(C2=C(N(S(N2CC2=CC=C(C=C2)OC)(=O)=O)CC2=CC=C(C=C2)OC)C=C1)F